CN(C1(CCC2(CN(C(N2)=O)C=2C=NC(=NC2)N(CC(=O)N)C)CC1)C1=CC=CC=C1)C cis-2-[[5-(8-Dimethylamino-2-oxo-8-phenyl-1,3-diazaspiro[4.5]decan-3-yl)-pyrimidin-2-yl]-methyl-amino]-acetamide